C1(CCCCC1)C(C1CCCCC1)N dicyclohexylmethylamine